CC=1C=C2C(=CNC2=CC1)CC(=O)O 5-Methylindole-3-acetic acid